N-{3-[(3-aminopropyl)(methyl)amino]propyl}-6-(4-methoxyphenyl)-2-[4-(piperazin-1-yl)phenyl]pyrimidin-4-amine NCCCN(CCCNC1=NC(=NC(=C1)C1=CC=C(C=C1)OC)C1=CC=C(C=C1)N1CCNCC1)C